ethyl (3-cyanopyridin-4-yl)carbamate C(#N)C=1C=NC=CC1NC(OCC)=O